N-benzyl-N-methyl-2-(piperidin-4-yl)ethan-1-amine C(C1=CC=CC=C1)N(CCC1CCNCC1)C